8,9-difluoro-6-methyl-1,2,5,6-tetrahydro-4H-pyrrolo[3,2,1-ij]quinolin-5-ol FC=1C=C2C(C(CN3C2=C(C1F)CC3)O)C